C(C)(C)(C)OC(NC12CC(C1)(C2)N2C=C(C=C2)Br)=O (3-(3-bromo-1H-pyrrol-1-yl)bicyclo[1.1.1]pent-1-yl)carbamic acid tert-butyl ester